N1(CCCC1)CCO 2-pyrrolidin-1-ylethanol